4-(5-((4-chloro-2-fluorobenzyl)oxy)-2,4-difluorophenyl)piperidine hydrochloride Cl.ClC1=CC(=C(COC=2C(=CC(=C(C2)C2CCNCC2)F)F)C=C1)F